4-(2,5-Diazabicyclo[2.2.2]octan-2-yl)-7-(8-ethyl-7-fluoro-3-hydroxynaphthalen-1-yl)-2-(((S)-1-(methyl-d3)pyrrolidin-2-yl)methoxy-d2)-6-(trifluoromethyl)pyrido[3,4-d]pyrimidin-8(7H)-one C12N(CC(NC1)CC2)C=2C1=C(N=C(N2)OC([2H])([2H])[C@H]2N(CCC2)C([2H])([2H])[2H])C(N(C(=C1)C(F)(F)F)C1=CC(=CC2=CC=C(C(=C12)CC)F)O)=O